OCCOC1=CC=C(C=C1)C1(C2=CC=CC=C2C=2C=CC=CC12)C1=CC=C(C=C1)OCCO 9,9-bis(4'-(2''-hydroxyethoxy)phenyl)fluorene